Cadmium telluride aluminum [Al+3].[Te-2].[Cd+2]